N1-methyl adenosine-5'-monophosphate P(=O)(O)(O)OC[C@@H]1[C@H]([C@H]([C@@H](O1)N1C=NC=2C(=N)N(C=NC12)C)O)O